C(C)(C)(C)OC(=O)N1CCN(CC1)C=1C(=C(C(=O)O)C=CC1)NC 3-(4-t-butoxycarbonylpiperazin-1-yl)-2-(methylamino)benzoic acid